3-(6-(5-chloro-2-((1-methyl-2-(methylsulfonyl)-1H-imidazol-5-yl)amino)pyrimidin-4-yl)-4-fluoro-1-isopropyl-1H-benzo[d]imidazol-2-yl)oxazolidin-2-one ClC=1C(=NC(=NC1)NC1=CN=C(N1C)S(=O)(=O)C)C=1C=C(C2=C(N(C(=N2)N2C(OCC2)=O)C(C)C)C1)F